CN(C(O)=O)C1=CC=C(C=C1)C=1C=NN(C1)C(CCO)C1=NC=C(C=C1)Br.C(C1CO1)OC1=CC=C(C=C1)C1(CCC2=CC=CC=C12)C1=CC=C(C=C1)OCC1CO1 1,1-bis[4-(2,3-epoxypropoxy)phenyl]indan methyl-(4-(1-(1-(5-bromopyridin-2-yl)-3-hydroxypropyl)-1H-pyrazol-4-yl)phenyl)carbamate